1-((4-fluorophenyl)sulfonyl)-1,2,3,4-tetrahydroquinoline FC1=CC=C(C=C1)S(=O)(=O)N1CCCC2=CC=CC=C12